(5-((3-fluorophenyl)ethynyl)-2,3-dihydro-1H-inden-1-yl)azetidine-3-carboxylic acid FC=1C=C(C=CC1)C#CC=1C=C2CCC(C2=CC1)N1CC(C1)C(=O)O